BrC=1C(=NC(=C(C(=O)OCC)C1O)C)C ethyl 5-bromo-4-hydroxy-2,6-dimethylnicotinate